FC=1C(=C(C=C(C1)CC(C)C)N1C[C@@H](N(CC1)CC1=NC=CC=C1)C)C=1N=NNN1 (2S)-4-[3-fluoro-5-isobutyl-2-(2H-tetrazol-5-yl)phenyl]-2-methyl-1-(2-pyridylmethyl)piperazine